2-(3-(8-carboxy-1,6,7-trihydroxy-5-isopropyl-3-methylnaphthalen-2-yl)-2-hydroxy-6-isobutyl-4-methylphenyl)-3-hydroxymaleic acid C(=O)(O)C=1C(=C(C(=C2C=C(C(=C(C12)O)C=1C(=C(C(=CC1C)CC(C)C)/C(/C(=O)O)=C(/C(=O)O)\O)O)C)C(C)C)O)O